FC(C(=O)O)(F)F.FC1=C(C=C(C=C1C)NC1=NC=C(C(=N1)NC=1C=C(C2=C(NC(O2)=O)C1)C)F)OC 5-(2-(4-fluoro-3-methoxy-5-methylphenylamino)-5-fluoropyrimidin-4-ylamino)-7-methylbenzo[d]oxazol-2(3H)-one trifluoroacetate salt